ClC(C=C)CC(CCCC=C)C 3-chloro-5-methyl-1,9-decadiene